4-(2-(((butylsulfinyl)methyl)thio)-3-cyano-6-(thiazol-2-yl)pyridin-4-yl)benzyl (2-(dimethylamino)ethyl)carbamate CN(CCNC(OCC1=CC=C(C=C1)C1=C(C(=NC(=C1)C=1SC=CN1)SCS(=O)CCCC)C#N)=O)C